2,3-Pentandion CC(C(CC)=O)=O